ClC=1C(=C(C=CC1F)C=1C(=C2N(N1)CCC2)C=2C=CC=1N(C2)N=CN1)F 6-(2-(3-Chloro-2,4-difluorophenyl)-5,6-dihydro-4H-pyrrolo[1,2-b]pyrazol-3-yl)-[1,2,4]triazolo[1,5-a]pyridine